C(C)(C)(C)OC(=O)N1C([C@@]2(C3=CC(=CC=C13)OC)[C@@H](C2)C2=CC=C1C(=NN(C1=C2)C(=O)OC(C)(C)C)NC2=NC(=CN=C2C)C)=O (1R,2S)-2-[1-(tert-butoxycarbonyl)-3-[(3,6-dimethylpyrazin-2-yl)amino]indazol-6-yl]-5'-methoxy-2'-oxospiro[cyclopropane-1,3'-indole]-1'-carboxylic acid tert-butyl ester